tert-Butyl 7-[8-(tert-butoxycarbonylamino)-7-fluoro-3-[(1-methyl-5-oxo-pyrrolidin-3-yl)oxycarbonylamino]-6-isoquinolyl]-8-methyl-3,4-dihydro-2H-1,5-naphthyridine-1-carboxylate C(C)(C)(C)OC(=O)NC=1C(=C(C=C2C=C(N=CC12)NC(=O)OC1CN(C(C1)=O)C)C1=CN=C2CCCN(C2=C1C)C(=O)OC(C)(C)C)F